FC1=C2CN(CC2=CC(=C1F)F)C(=O)NC1=CC=C(C=C1)C1CCN(CC1)C(C(C)(C)O)=O 4,5,6-TRIFLUORO-N-(4-(1-(2-HYDROXY-2-METHYLPROPANOYL)PIPERIDIN-4-YL)PHENYL)ISOINDOLINE-2-CARBOXAMIDE